C(C)C1(COC1)COCCCCCCCCOCC1(COC1)CC 1,6-bis[(3-ethyl-3-oxetanylmethoxy)methyl]hexane